3,4-dichloro-7-methoxyquinoline ClC=1C=NC2=CC(=CC=C2C1Cl)OC